OCCN1C[C@@H](CC1)CNC=O 1-[(3S)-1-(2-hydroxyethyl)pyrrolidin-3-yl]-N-methylcarboxamide